N-[4-[[dimethyl(oxo)-λ6-sulfanylidene]amino]phenyl]-4-(1H-indol-3-yl)-5-methyl-pyrimidin-2-amine CS(=O)(C)=NC1=CC=C(C=C1)NC1=NC=C(C(=N1)C1=CNC2=CC=CC=C12)C